hexa-fluoropropylen FC(C(=C(F)F)F)(F)F